C(C(C)C)NC=1C2=C(N=C(N1)N(CCOC)CCOC)C(=NC(=N2)N(CCOC)CCOC)N2CCN(CC2)C2=NN(C=N2)C N4-isobutyl-N2,N2,N6,N6-tetrakis(2-methoxyethyl)-8-(4-(1-methyl-1H-1,2,4-triazol-3-yl)piperazin-1-yl)pyrimido[5,4-d]pyrimidine-2,4,6-triamine